1-((4-bromonaphthalen-1-yl)methyl)-3-methylazetidin-3-yl acetate C(C)(=O)OC1(CN(C1)CC1=CC=C(C2=CC=CC=C12)Br)C